C(CCC)OC(NCCCN(C1=C(NN=C1)Br)C[C@H]1C[C@H]([C@@H]2OC(O[C@@H]21)(C)C)N2C=CC1=C2N=CN=C1Cl)=O Butyl-N-[3-({[(3aR,4R,6R,6aS)-6-{4-chloropyrrolo[2,3-d]pyrimidin-7-yl}-2,2-dimethyl-tetrahydro-3aH-cyclopenta[d][1,3]dioxol-4-yl]methyl}(3-bromo-2H-pyrazol-4-yl)amino)propyl]carbamate